ClC1=C(C=NN1C)[C@@H]1[C@H](C(N(C1)C)=O)C(=O)NC1=C(C=CC=C1)CC (3S,4S)-4-(5-chloro-1-methyl-pyrazol-4-yl)-N-(2-ethylphenyl)-1-methyl-2-oxo-pyrrolidine-3-carboxamide